C(C1=CC=CC=C1)OC=1C=C(C(=O)N)C=CC1[C@H](C1=CC=NC=C1)OC1=CC=C2C(CCOC2=C1C)=O (S)-3-(benzyloxy)-4-(((8-methyl-4-oxochroman-7-yl)oxy)(pyridin-4-yl)methyl)benzamide